3-difluoromethyl-5-fluoro-4-phenyl-1-(2,4-dichlorophenyl)-1H-pyrazole FC(C1=NN(C(=C1C1=CC=CC=C1)F)C1=C(C=C(C=C1)Cl)Cl)F